tert-butyl (2R,3S)-3-{[6-(cyclopropylcarbamoyl)-2-fluoropyridin-3-yl]oxy}-2-methylazetidine-1-carboxylate C1(CC1)NC(=O)C1=CC=C(C(=N1)F)O[C@@H]1[C@H](N(C1)C(=O)OC(C)(C)C)C